(2S,4R)-1-[(2S)-2-amino-3,3-dimethyl-Butyryl]-4-hydroxy-N-[(1S)-1-[4-(4-methyl-1,3-thiazol-5-yl)phenyl]ethyl]pyrrolidine-2-carboxamide N[C@H](C(=O)N1[C@@H](C[C@H](C1)O)C(=O)N[C@@H](C)C1=CC=C(C=C1)C1=C(N=CS1)C)C(C)(C)C